The molecule is an arenesulfonic acid that is 3-[(4-amino-3-methylphenyl)(4-aminophenyl)methylidene]-6-iminocyclohexa-1,4-diene-1-sulfonic acid in which the hydrogens ortho to the amino functions are replaced by phenyl groups. The disodium salt is the biological stain 'acid fuchsin'. It is an arenesulfonic acid, an imine and a primary arylamine. It is a conjugate acid of an acid fuchsin(2-). CC1=CC(=C(C2=CC(=C(C=C2)N)S(=O)(=O)O)C3=CC(=C(C=C3)N)S(=O)(=O)O)C=C(C1=N)S(=O)(=O)O